C1(CCCCCCCCCCC1)OC(C=C)=O acrylic acid cyclododecyl ester